trans-5-isopropoxy-2-((3-ethoxypiperidin-4-yl)oxy)pyridine HCl Cl.C(C)(C)OC=1C=CC(=NC1)O[C@H]1[C@@H](CNCC1)OCC